4-bromo-2-methyl-pyrazole-3-carbaldehyde BrC1=C(N(N=C1)C)C=O